OC(C=1N(C=CC1C(=O)OC)COCC[Si](C)(C)C)C1=C(C=C(C=C1)C(F)(F)F)OC Methyl 2-[hydroxy-[2-methoxy-4-(trifluoromethyl)phenyl]methyl]-1-(2-trimethylsilylethoxymethyl)pyrrole-3-carboxylate